4-(trifluoromethoxy)-1,3-benzothiazole-6-carbonitrile FC(OC1=CC(=CC2=C1N=CS2)C#N)(F)F